N1(CCCCC1)C1CC(C1)OC1=CC=C(C=C1)NC(CN1CCSCC1)=O N-(4-(3-(piperidin-1-yl)cyclobutoxy)phenyl)-2-thiomorpholinoacetamide